N-((1R,4R)-4-((2-(quinazolin-4-yl)-2,7-diazaspiro[3.5]nonan-7-yl)methyl)cyclohexyl)ethanesulfonamide N1=CN=C(C2=CC=CC=C12)N1CC2(C1)CCN(CC2)CC2CCC(CC2)NS(=O)(=O)CC